C(=C)[SiH2]OOC(C1=CC=CC=C1)(C1=CC=CC=C1)C1=CC=CC=C1 vinyl-trityl-peroxysilane